OC1=C(C(=CC(=C1)OC)O)C(C=CC1=CC(=C(C=C1)OC)OC)=O 1-(2,6-Dihydroxy-4-methoxyphenyl)-3-(3,4-dimethoxyphenyl)prop-2-en-1-one